NC1=NC=C(C2=C1COC2)NC(C(=O)N(C(C)C2=NC=CC=C2F)CC2=CC1=C(N=CO1)C=C2)=O N1-(4-amino-1,3-dihydrofuro[3,4-c]pyridin-7-yl)-N2-(benzo[d]oxazol-6-ylmethyl)-N2-(1-(3-fluoropyridin-2-yl)ethyl)oxalamide